OCC#CC1=NC(=CC(=C1)C=1C=C(C=CC1C)NC(=O)C1=CC(=NC=C1)C(F)(F)F)N1CCOCC1 N-[3-[2-(3-hydroxyprop-1-yn-1-yl)-6-(morpholin-4-yl)pyridin-4-yl]-4-methylphenyl]-2-(trifluoromethyl)pyridine-4-carboxamide